NC=1N=C(C2=CC=CC=C2C1)C=1C(=CC2=C(N(C(N=C2N2[C@H](CN(CC2)C(C=C)=O)C)=O)C2=C(C=CC=C2C(C)C)C)N1)F 7-(3-amino-1-isoquinolinyl)-6-fluoro-1-(2-methyl-6-(2-propanyl)phenyl)-4-((2S)-2-methyl-4-(2-propenoyl)-1-piperazinyl)pyrido[2,3-d]pyrimidin-2(1H)-one